cyclopropylpseudouridine C1(CC1)[C@@]1([C@H](O)[C@H](O)[C@@H](CO)O1)C1=CNC(=O)NC1=O